3,4-dihydrophthalazine-1(2H)-one C1(NNCC2=CC=CC=C12)=O